M-methyl-morpholine 2-phenylpropan-1,3-diylbis(4-methylbenzenesulfonate) C1(=CC=CC=C1)C(CC1=C(C=CC(=C1)C)S(=O)(=O)O)CC1=C(C=CC(=C1)C)S(=O)(=O)O.CC1NCCOC1